3-chloro-2-methoxy-6,7,8,9-tetrahydro-5H-benzo[7]annulene-1-carboxylic acid ClC=1C=C2C(CCCCC2)=C(C1OC)C(=O)O